COC(CO[SiH3])(OC)OC Trimethoxyethoxysilane